(1S,5R)-1-(1-methyl-1H-1,2,4-triazol-5-yl)-N-(4-methyl-3-(pyrrolo[2,1-f][1,2,4]triazin-2-yl)phenyl)-6-azabicyclo[3.1.1]heptane-6-carboxamide CN1N=CN=C1[C@@]12CCC[C@@H](N1C(=O)NC1=CC(=C(C=C1)C)C1=NN3C(C=N1)=CC=C3)C2